(R)-2-(1-(2-ethyl-6-(5-formyl-1-methyl-1H-1,2,3-triazol-4-yl)pyridin-3-yl)-5,5-difluoropiperidin-3-yl)acetic acid methyl ester COC(C[C@H]1CN(CC(C1)(F)F)C=1C(=NC(=CC1)C=1N=NN(C1C=O)C)CC)=O